C[Si](C)(C)[Se]([Si](C)(C)C)[Si](C)(C)C tris(trimethylsilyl)-selenium